CS(=O)(=O)OC[C@@H]1N(CCN(C1)C(=O)OC(C)(C)C)C(=O)OCC1=CC=CC=C1 1-benzyl 4-tert-butyl (2R)-2-(methylsulfonyloxymethyl)piperazine-1,4-dicarboxylate